FC1=C(C=CC(=C1)F)NC(C1=C(C=CC(=C1)S(NC1=C(C=CC=C1)F)(=O)=O)C)=O N-(2,4-difluorophenyl)-5-(N-(2-fluorophenyl)sulfamoyl)-2-methylbenzamide